FC([C@H](O)[C@]1(CN(CC1)C(C)(C)C=1C=NC(=CC1)C(F)(F)F)CCC1=CC=C(C#N)C=C1)(F)F |o1:2| 4-(2-((R)-3-((R or S)-2,2,2-trifluoro-1-hydroxyethyl)-1-(2-(6-(trifluoromethyl)pyridin-3-yl)propan-2-yl)pyrrolidin-3-yl)ethyl)benzonitrile